4-(2-(3-(thiazol-5-yl)phenoxy)ethoxy)benzonitrile S1C=NC=C1C=1C=C(OCCOC2=CC=C(C#N)C=C2)C=CC1